(E)-1-(4-(2-(5-bromo-2-phenyl-1H-indol-3-yl)acetyl)piperazin-1-yl)-3-(3-methylphenyl)prop-2-en-1-one BrC=1C=C2C(=C(NC2=CC1)C1=CC=CC=C1)CC(=O)N1CCN(CC1)C(\C=C\C1=CC(=CC=C1)C)=O